1-[(2S,4R)-2-[4-(4-anilinopiperidine-1-carbonyl)-1H-imidazol-2-yl]-4-hydroxy-pyrrolidin-1-yl]-2-(3-methoxyisoxazol-5-yl)-3-methyl-butan-1-one N(C1=CC=CC=C1)C1CCN(CC1)C(=O)C=1N=C(NC1)[C@H]1N(C[C@@H](C1)O)C(C(C(C)C)C1=CC(=NO1)OC)=O